isothiazolo[5,4-b]pyridine-3(2H)-one 1,1-dioxide S1(NC(C=2C1=NC=CC2)=O)(=O)=O